(S)-N-(4'-((2-(1,1-difluoroethyl)pyrimidin-4-yl)amino)-5-((3-methoxypyrrolidin-1-yl)methyl)-[2,3'-bipyridin]-6'-yl)acetamide FC(C)(F)C1=NC=CC(=N1)NC1=C(C=NC(=C1)NC(C)=O)C1=NC=C(C=C1)CN1C[C@H](CC1)OC